FC(C(C)C(C(=O)OCC)(CC(=O)OCC)C)(F)F diethyl 2-(1-trifluoromethyl-ethyl)-2-methylsuccinate